BrC=1C=C2C(CNC(C2=CC1)=O)CF 6-bromo-4-(fluoromethyl)-3,4-dihydroisoquinolin-1(2H)-one